(5-(1-methyl-4-((tetrahydro-1H-furo[3,4-c]pyrrol-5(3H)-yl)methyl)-1H-pyrrolo[2,3-b]pyridin-6-yl)-1-oxoisoindolin-2-yl)piperidine-2,6-dione CN1C=CC=2C1=NC(=CC2CN2CC1C(C2)COC1)C=1C=C2CN(C(C2=CC1)=O)N1C(CCCC1=O)=O